C(C=C)N1CCN(CC1)C1CCN(CC1)C1=C(C=C(C(=C1)OC)NC1=NC=NC(=C1)N1OCC[C@@H]1C1=CC(=CC=C1)C#C)NC(C=C)=O N-(2-(4-(4-allylpiperazine-1-yl)piperidine-1-yl)-5-((6-((R)-3-(3-ethynylphenyl)-isoxazolidine-2-yl)pyrimidine-4-yl)amino)-4-methoxy-phenyl)acrylamide